N[C@H](C(=O)O)CN (s)-2,3-diaminopropionic acid